OC1=C(C(=CC(=C1)CCC)O)CC1=C(C=C(C=C1O)CCC)O 2-[(2,6-Dihydroxy-4-propylphenyl)methyl]-5-propylbenzene-1,3-diol